C(N)(=O)C(=S)[O-] carbamylthiocarboxylate